C(C)(C)(C)OC(=O)N1C[C@H](CC=C1C=1C=C2C3(C(NC2=C(C1)Cl)=O)CC3)C (S)-6-(7'-chloro-2'-oxospiro[cyclopropane-1,3'-indolin]-5'-yl)-3-methyl-3,4-dihydropyridine-1(2H)-carboxylic acid tert-butyl ester